(3-bromo-1-(4-(pentafluoro-λ6-sulfanyl)phenyl)-1H-indazol-4-yl)methanol BrC1=NN(C2=CC=CC(=C12)CO)C1=CC=C(C=C1)S(F)(F)(F)(F)F